3-((3-benzyl-9,9-difluoro-5-oxo-1,2,3,5,8,9-hexahydroimidazo[1,2-a]pyrido[3,4-e]pyrimidin-7(6H)-yl)methyl)benzonitrile C(C1=CC=CC=C1)N1CCN2C1=NC(C1=C2C(CN(C1)CC=1C=C(C#N)C=CC1)(F)F)=O